BrC1=C(C(=O)/N=C/N(C)C)C=C(C(=C1)Cl)OC (NE)-2-bromo-4-chloro-N-(dimethylaminomethylene)-5-methoxybenzamide